N-(5-(7'-Fluoro-1-isobutyl-3'-methyl-2'-oxo-2',3'-dihydrospiro[azetidine-3,1'-pyrrolo[2,3-c]quinolin]-8'-yl)-2-(2-(isopropylamino)ethoxy)pyridin-3-yl)methanesulfonamide FC=1C(=CC=2C3=C(C=NC2C1)N(C(C31CN(C1)CC(C)C)=O)C)C=1C=C(C(=NC1)OCCNC(C)C)NS(=O)(=O)C